4-Hexenol C(CCC=CC)O